FC(C1=CC=C(C=C1)[Pt]C1=CC=C(C=C1)C(F)(F)F)(F)F bis-(4-trifluoromethylphenyl)platinum